(1S,3S,5S)-2-Glycyl-2-azabicyclo[3.1.0]hexane-3-carbonitrile 4-methylbenzenesulfonate CC1=CC=C(C=C1)S(=O)(=O)O.NCC(=O)N1[C@H]2C[C@H]2C[C@H]1C#N